α-Linoleic Acid CCCCC/C=C\C/C=C\CCCCCCCC(=O)O